(E)-3-(3-(3,5-bis(trifluoromethyl)phenyl)-1H-1,2,4-triazol-1-yl)-2-(2-fluoropyridin-4-yl)acrylamide FC(C=1C=C(C=C(C1)C(F)(F)F)C1=NN(C=N1)/C=C(/C(=O)N)\C1=CC(=NC=C1)F)(F)F